4-{5-[6-chloro-4-(cyclopropylamino)pyridin-3-yl]-1,3,4-thiadiazol-2-yl}piperazine-1-carboxylic acid tert-butyl ester C(C)(C)(C)OC(=O)N1CCN(CC1)C=1SC(=NN1)C=1C=NC(=CC1NC1CC1)Cl